CNC(C)C1=C(C=C(C(=O)OC)C=C1)[N+](=O)[O-] methyl 4-(1-methylamino-ethyl)-3-nitrobenzoate